ClC1=NC2=CC=CC=C2C(=C1C(=O)OC)OC methyl 2-chloro-4-methoxyquinoline-3-carboxylate